4-[(4R,9aS)-8-[2-[4-[(3R,4R)-3-amino-4-methoxy-pyrrolidin-1-yl]phenyl]ethyl]-4-methyl-3,4,6,7,9,9a-hexahydro-1H-pyrazino[1,2-a]pyrazin-2-yl]pyrazolo[1,5-a]pyridine-7-carbonitrile N[C@@H]1CN(C[C@H]1OC)C1=CC=C(C=C1)CCN1C[C@@H]2N([C@@H](CN(C2)C=2C=3N(C(=CC2)C#N)N=CC3)C)CC1